4-hydroxy-3-(methoxymethyl)-3-(trifluoromethyl)pyrrolidine-1-carboxylic acid tert-butyl ester C(C)(C)(C)OC(=O)N1CC(C(C1)O)(C(F)(F)F)COC